tert-butyl(cyclohept-4-en-1-yloxy)diphenylsilane C(C)(C)(C)[Si](C1=CC=CC=C1)(C1=CC=CC=C1)OC1CCC=CCC1